FC1=CC(=C(C=C1)C(C)N1C[C@@H](N(C[C@H]1C)C=1C=2C(N(C(C1)=O)C([2H])([2H])[2H])=CN(N2)CC#N)C)C(F)(F)F 2-(7-((2S,5R)-4-(1-(4-fluoro-2-(trifluoromethyl)phenyl)ethyl)-2,5-dimethylpiperazine-1-yl)-4-(methyl-d3)-5-oxo-4,5-dihydro-2H-pyrazolo[4,3-b]Pyridin-2-yl)acetonitrile